1-(2-Chloropyrimidin-4-yl)cyclopropanecarboxylic acid methyl ester COC(=O)C1(CC1)C1=NC(=NC=C1)Cl